N1=CC=CC=2CCCC(C12)NC([C@@H](N)CC(=O)N)=O N-(5,6,7,8-tetrahydro-8-quinolinyl)-(L)-aspartamide